N,N-di-hydroxy-isopropyl-benzenesulfonamide (S)-quinuclidin-3-yl-(7-(2,3-dihydrobenzo[b][1,4]dioxin-6-yl)-3,3-dimethylchroman-4-yl)carbamate N12CC(C(CC1)CC2)N(C(O)=O)[C@H]2C(COC1=CC(=CC=C21)C2=CC1=C(OCCO1)C=C2)(C)C.ON(S(=O)(=O)C2=C(C=CC=C2)C(C)C)O